N-(2-methoxy-4-nitrophenyl)acrylamide COC1=C(C=CC(=C1)[N+](=O)[O-])NC(C=C)=O